2-(6-(((1R,3S,5S)-8-azabicyclo[3.2.1]octan-3-yl)(methyl)amino)pyridazin-3-yl)-5-(6-methylpyridazin-3-yl)phenol [C@H]12CC(C[C@H](CC1)N2)N(C2=CC=C(N=N2)C2=C(C=C(C=C2)C=2N=NC(=CC2)C)O)C